OC(=O)[C@H](O)[C@@H](O)[C@H](O)[C@H](O)C(=O)O D-SACCHARIC ACID